OC1=C(C=C(C(=C1)C)CC1=CC(=C(C=C1C)O)C)C bis(4-hydroxy-3,6-dimethylphenyl)methane